OC(C)(C)C1=CC=C(C=N1)C1=CN=C2C(=N1)N(C([C@@H](N2)C)=O)CCC2CCOCC2 (S)-7-(6-(2-hydroxypropan-2-yl)pyridin-3-yl)-3-methyl-1-(2-(tetrahydro-2H-pyran-4-yl)ethyl)-3,4-dihydropyrazino[2,3-b]pyrazin-2(1H)-one